FCCN1N=CC2=CC=C(C=C12)C1=C2CN(C(C2=CC=C1)=O)CC(C#N)=C 2-({4-[1-(2-fluoroethyl)-1H-indazol-6-yl]-1-oxo-2,3-dihydro-1H-isoindol-2-yl}methyl)prop-2-enenitrile